3-((S)-1-carboxy-2-hydroxyethylcarbamoyl)-1-(((R)-2-(2-(R)-methoxy-2-oxo-1-phenylethyl)piperidine-1-carbonyloxy)methyl)pyridine chloride [Cl-].C(=O)(O)[C@H](CO)NC(=O)C=1CN(C=CC1)COC(=O)N1[C@H](CCCC1)C(C(=O)OC)C1=CC=CC=C1